FC1=CC=C(C=C1)N1CCN(C2=CC=CC=C12)C(CCN[C@H]1CN(CC1)C)=O (R)-1-(4-(4-fluorophenyl)-3,4-dihydroquinoxalin-1(2H)-yl)-3-((1-methylpyrrolidin-3-yl)amino)Propane-1-one